C(C)OC(=O)C=1N=C(OC1C1=CC=CC=C1)C1=CC=C(C=C1)C(C)(C)C 2-(4-(tert-butyl)phenyl)-5-phenylOxazole-4-carboxylic acid ethyl ester